2,3-difluoro-4-formylphenylboronic acid FC1=C(C=CC(=C1F)C=O)B(O)O